2-indan-5-yl-4,4,5,5-tetramethyl-1,3,2-dioxaborolane C1CCC2=CC(=CC=C12)B1OC(C(O1)(C)C)(C)C